4-((5-(2,4-difluoro-3-hydroxyphenyl)-1,3,4-thiadiazol-2-yl)methyl)-6-(2,2,2-trifluoroethyl)-4,6-diazaspiro[2.4]heptane-5,7-dione FC1=C(C=CC(=C1O)F)C1=NN=C(S1)CN1C2(CC2)C(N(C1=O)CC(F)(F)F)=O